(S)-1-(3,3-difluoro-1-(2-methyl-3-oxo-2,3-dihydro-1H-pyrazolo[3,4-b]pyridin-5-yl)piperidin-4-yl)-1-methyl-3-(1-methyl-2-oxo-5-(trifluoromethyl)-1,2-dihydropyridin-3-yl)urea FC1(CN(CC[C@@H]1N(C(=O)NC=1C(N(C=C(C1)C(F)(F)F)C)=O)C)C=1C=C2C(=NC1)NN(C2=O)C)F